5-amino-8-(2-methoxy-6-methylpyridin-4-yl)-7-phenyl-2-((2-(trimethylsilyl)ethoxy)methyl)-[1,2,4]triazolo[4,3-c]pyrimidin-3(2H)-one NC1=NC(=C(C=2N1C(N(N2)COCC[Si](C)(C)C)=O)C2=CC(=NC(=C2)C)OC)C2=CC=CC=C2